O1C2=C(OCC1)C=C(C=C2)C(\C=C\C2=C(C=CC=C2)O)=O (E)-1-(2,3-dihydrobenzo[b][1,4]dioxin-6-yl)-3-(2-hydroxyphenyl)prop-2-en-1-one